COC=1C=CC(=NC1)C1=NSC(=N1)NC1=NC=C(C=C1)C1CCN(CC1)C 3-(5-methoxy-pyridin-2-yl)-N-(5-(1-methyl-piperidin-4-yl)pyridin-2-yl)-1,2,4-thiadiazol-5-amine